(S)-N-(2-methoxy-4-(4-(4-methylpiperazin-1-yl)piperidin-1-yl)phenyl)-6-(7-phenyl-5-oxa-6-azaspiro[2.4]heptan-6-yl)pyrimidin-4-amine COC1=C(C=CC(=C1)N1CCC(CC1)N1CCN(CC1)C)NC1=NC=NC(=C1)N1OCC2(CC2)[C@@H]1C1=CC=CC=C1